4-[1-(6-cyclobutoxy-5-cyclopropylpyridine-3-carbonyl)piperidin-4-yl]sulfonyl-3-fluorobenzenesulfonamide C1(CCC1)OC1=C(C=C(C=N1)C(=O)N1CCC(CC1)S(=O)(=O)C1=C(C=C(C=C1)S(=O)(=O)N)F)C1CC1